16-Hydroxy-icosanoic acid OC(CCCCCCCCCCCCCCC(=O)O)CCCC